tert-butyl 3-[5-fluoro-3,4-dimethyl-6-(1-tetrahydropyran-2-ylbenzo[f]indazol-4-yl)-2,7-naphthyridin-1-yl]-3,8-diazabicyclo[3.2.1]octane-8-carboxylate FC1=C2C(=C(N=C(C2=CN=C1C1=C2C=NN(C2=CC2=C1C=CC=C2)C2OCCCC2)N2CC1CCC(C2)N1C(=O)OC(C)(C)C)C)C